BrC1CCCCO1 6-bromotetrahydro-2H-pyran